4-(N-(4-(5-(3,5-dichloro-4-fluorophenyl)-5-(trifluoromethyl)-4,5-dihydroisoxazol-3-yl)benzyl)-S-methylsulfonimidoyl)benzonitrile ClC=1C=C(C=C(C1F)Cl)C1(CC(=NO1)C1=CC=C(CN=S(=O)(C)C2=CC=C(C#N)C=C2)C=C1)C(F)(F)F